Cl.Cl.NCCN(C(=O)C1=CC2=C(N(C(=N2)C2=CC=3C(=NC=CC3)N2CC2CC2)C)C=C1)CCC1=CN=CN1 N-(2-aminoethyl)-2-[1-(cyclopropylmethyl)-1H-pyrrolo[2,3-b]pyridin-2-yl]-N-[2-(1H-imidazol-5-yl)ethyl]-1-methyl-1H-1,3-benzodiazole-5-carboxamide dihydrochloride